N-(2-bromoethyl)-2-(trifluoromethyl)benzamide BrCCNC(C1=C(C=CC=C1)C(F)(F)F)=O